C(C)(C)(C)OC(=O)N(C(=O)OC(C)(C)C)CCCC12CC3(CC(CC(C1)(C3)C)(C2)C)CN2N=CC(=C2C)I.S(=O)(=O)(O)NC(C(CC(=O)N)O)=O N-Sulfohydroxysuccinamide Di-tert-butyl-(3-{3-[(4-iodo-5-methyl-1H-pyrazol-1-yl)methyl]-5,7-dimethyltricyclo[3.3.1.13,7]decan-1-yl}propyl)-2-imidodicarbonate